CC1=C(C=NC=2N1C(=NN2)SCC2=CC=C(C=C2)C(F)(F)F)C 5,6-dimethyl-3-{[4-(trifluoromethyl)benzyl]sulfanyl}[1,2,4]triazolo[4,3-a]pyrimidin